tert-butyl 3-((6,7-dichloro-2,2-dioxido-1-((2-(trimethylsilyl)ethoxy)methyl)-4,9-dihydro-[1,2,6]thiadiazino[4,3-g]indol-3(1H)-yl)methyl)piperidine-1-carboxylate ClC=1C=2C(=CNC2C2=C(C1)CN(S(N2COCC[Si](C)(C)C)(=O)=O)CC2CN(CCC2)C(=O)OC(C)(C)C)Cl